CSCC=C Methyl-AllylSulfid